1-((3,3-difluorocyclobutyl)methyl)-3-(difluoromethyl)-4-(trifluoromethyl)-1H-pyrazole FC1(CC(C1)CN1N=C(C(=C1)C(F)(F)F)C(F)F)F